tert-butyl 4-[6-(2,6-dimethylphenyl)-2-[(1-methylpyrazol-4-yl)sulfonylamino]pyrimidin-4-yl]oxyazepane-1-carboxylate CC1=C(C(=CC=C1)C)C1=CC(=NC(=N1)NS(=O)(=O)C=1C=NN(C1)C)OC1CCN(CCC1)C(=O)OC(C)(C)C